Fmoc-4-Bromo-L-phenylalanine C(=O)(OCC1C2=CC=CC=C2C2=CC=CC=C12)N[C@@H](CC1=CC=C(C=C1)Br)C(=O)O